C(C)OC(CCCCCN1CCC(CC1)C#CC1=CC=C(C2=CC=CC=C12)C(C)NC(=O)C=1C=C(NC2CN(C2)C(=O)OC(C)(C)C)C=CC1C)=O tert-butyl 3-[3-[1-[4-[2-[1-(6-ethoxy-6-oxo-hexyl)-4-piperidyl]ethynyl]-1-naphthyl]ethylcarbamoyl]-4-methyl-anilino]azetidine-1-carboxylate